4-(((1S,2S,4S)-2-(dimethyl-amino)-4-(3-(trifluoromethyl)phenyl)-cyclohexyl)amino)-3,5-difluoro-N-(pyrimidin-4-yl)benzene-sulfonamide CN([C@@H]1[C@H](CC[C@@H](C1)C1=CC(=CC=C1)C(F)(F)F)NC1=C(C=C(C=C1F)S(=O)(=O)NC1=NC=NC=C1)F)C